O[C@@]1(C(N(CC1)C)=O)C1=NOC(=C1)C=1C=C(C=CC1)N1N=C(C2=CC=CC=C12)C(=O)N (R,S)-1-(3-(3-(3-hydroxy-1-methyl-2-oxopyrrolidin-3-yl)isoxazol-5-yl)phenyl)-1H-indazole-3-carboxamide